5-[4-[(3S)-1-(3-fluoropropyl)pyrrolidin-3-yl]oxyphenyl]-6-(3-methoxy-phenyl)-8,9-dihydro-7H-benzo[7]annulen-2-ol FCCCN1C[C@H](CC1)OC1=CC=C(C=C1)C1=C(CCCC2=C1C=CC(=C2)O)C2=CC(=CC=C2)OC